1-(2-(cyclopropanesulfonamido)pyrimidin-4-yl)-N-(5-(6-ethoxypyrazin-2-yl)pyridin-2-yl)-4-(4-methylpiperazin-1-yl)cyclohexane-1-carboxamide C1(CC1)S(=O)(=O)NC1=NC=CC(=N1)C1(CCC(CC1)N1CCN(CC1)C)C(=O)NC1=NC=C(C=C1)C1=NC(=CN=C1)OCC